tert-butyl 4-(4-(9-chloro-3-methyl-10-oxo-10H-chromeno[3,2-b]pyridin-4-yl)-2-methoxyphenyl)piperazine-1-carboxylate ClC=1C=2C(C3=NC=C(C(=C3OC2C=CC1)C1=CC(=C(C=C1)N1CCN(CC1)C(=O)OC(C)(C)C)OC)C)=O